2-[[4-[6-[(4-cyano-2-fluoro-phenyl)methoxy]-2-pyridyl]-2,5-difluoro-phenyl]methyl]-3-(4,4-dimethyltetrahydrofuran-3-yl)benzimidazole-5-carboxylic acid C(#N)C1=CC(=C(C=C1)COC1=CC=CC(=N1)C1=CC(=C(C=C1F)CC=1N(C2=C(N1)C=CC(=C2)C(=O)O)C2COCC2(C)C)F)F